ClC1=C(CN(C(=O)C2=CC(=NN2)C(F)(F)F)CCC2CCS(CC2)(=O)=O)C(=CC=C1)F N-(2-chloro-6-fluorobenzyl)-N-(2-(1,1-dioxidotetrahydro-2H-thiopyran-4-yl)ethyl)-3-(trifluoromethyl)-1H-pyrazole-5-carboxamide